(2S,3S)-2-[(3R)-3-amino-2-oxopyrrolidin-1-yl]-3-methyl-heptanoic acid N[C@H]1C(N(CC1)[C@H](C(=O)O)[C@H](CCCC)C)=O